(S)-N-(4-AMINO-3,4-DIOXO-1-PHENYLBUTAN-2-YL)-2-METHYL-5-PHENYLTHIAZOLE-4-CARBOXAMIDE NC(C([C@H](CC1=CC=CC=C1)NC(=O)C=1N=C(SC1C1=CC=CC=C1)C)=O)=O